C1(CCC[C@H](CCC=CC)O1)=O |r| (+-)-8-Decen-5-olide